Br\C(\C(=O)OCC)=C(/C1=CC=CC=C1)\Br ethyl (E)-2,3-dibromo-3-phenylacrylate